methyl 3-(7-((2-hydroxyethyl)sulfonyl)-2,6,6-trimethyl-1-(2-methylhydrazineyl)-1-oxoheptan-2-yl)benzoate OCCS(=O)(=O)CC(CCCC(C(=O)NNC)(C)C=1C=C(C(=O)OC)C=CC1)(C)C